OC[C@H]1N(CCC1)C1=C2C(=NC(=N1)NC=1N=CN(C1)C1=CC(=C(C(=C1)OC)OC)OC)N(N=C2C)[C@@H]2C[C@H](C2)O (trans)-3-(4-((S)-2-(hydroxymethyl)pyrrolidin-1-yl)-3-methyl-6-((1-(3,4,5-trimethoxyphenyl)-1H-imidazol-4-yl)amino)-1H-pyrazolo[3,4-d]pyrimidin-1-yl)cyclobutylalcohol